ClC1=C(C(=NN1C)C1=NOC(=C1)C)C(=O)N1CC2(C1)CN(CCC2)CCC(C)(C)C (5-Chloro-1-methyl-3-(5-methylisoxazol-3-yl)-1H-pyrazol-4-yl)(6-(3,3-dimethylbutyl)-2,6-diazaspiro[3.5]nonan-2-yl)methanone